C([2H])([2H])([2H])C1=C(C#N)C=CC(=C1)NC1=NC=C2N(C(N(C2=N1)C1CCOCC1)=O)C (methyl-d3)-4-((7-methyl-8-oxo-9-(tetrahydro-2H-pyran-4-yl)-8,9-dihydro-7H-purin-2-yl)amino)benzonitrile